3-morpholin-2-yl-1H-indole N1CC(OCC1)C1=CNC2=CC=CC=C12